ClC1=NC=C(C(=N1)OCC1=CC=C(C=C1)C=1N(C=C(N1)C(F)(F)F)C)C(C)O 1-[2-chloro-4-[[4-[1-methyl-4-(trifluoromethyl)imidazol-2-yl]phenyl]methoxy]pyrimidin-5-yl]ethanol